5-(7H-pyrrolo[2,3-d]pyrimidin-4-yl)-1,3,4,6,7,7a-hexahydropyrrolo[3,4-c]pyridine-2-sulfonamide N1=CN=C(C2=C1NC=C2)N2CC1C(CC2)CN(C1)S(=O)(=O)N